The molecule is a fumonisin that is fumonisin B2 that is lacking hydroxy group located gamma- to the amino substituent. It has a role as an Aspergillus metabolite. It is a fumonisin, a primary amino compound, a secondary alcohol and a diester. CCCC[C@@H](C)[C@H]([C@H](C[C@@H](C)CCCCCCCC[C@@H]([C@H](C)N)O)OC(=O)C[C@@H](CC(=O)O)C(=O)O)OC(=O)C[C@@H](CC(=O)O)C(=O)O